ClC=1C=C(CN2C(CC2)C(=O)O)C=C(C1)Cl 1-(3,5-dichloro-benzyl)azetidine-2-carboxylic acid